N-[[6-(4-hydroxy-4-methyl-pentanoyl)-6-azaspiro[2.5]octan-2-yl]methyl]-1,3-dihydropyrrolo[3,4-c]pyridine-2-carboxamide OC(CCC(=O)N1CCC2(C(C2)CNC(=O)N2CC=3C=NC=CC3C2)CC1)(C)C